1-(5-{4-[(3-methyl-4-{[1,2,4]triazolo[1,5-a]pyridin-7-yloxy}phenyl)amino]pyrido[3,2-d]pyrimidin-6-yl}-2,5-diazabicyclo[2.2.1]heptan-2-yl)prop-2-en-1-one CC=1C=C(C=CC1OC1=CC=2N(C=C1)N=CN2)NC=2C1=C(N=CN2)C=CC(=N1)N1C2CN(C(C1)C2)C(C=C)=O